diphenylmethylcyclooctene C1(=CC=CC=C1)C(C1=CC=CC=C1)C1=CCCCCCC1